methyl N-[[5-[2-(2,6-difluoro-4-nitrophenyl)-2H-1,2,3-triazol-4-yl]-2-methylphenyl]methyl]carbamate FC1=C(C(=CC(=C1)[N+](=O)[O-])F)N1N=CC(=N1)C=1C=CC(=C(C1)CNC(OC)=O)C